α-Naphthyl isothiocyanate C1(=CC=CC2=CC=CC=C12)N=C=S